tert-butyl 5-[1-(cyclopropylmethyl)-7-(2-ethyl-6-methyl-3-pyridyl)-3-fluoro-5-[4-(5-fluoro-3-methoxy-2-pyridyl)piperazine-1-carbonyl]indol-2-yl]-3,6-dihydro-2H-pyridine-1-carboxylate C1(CC1)CN1C(=C(C2=CC(=CC(=C12)C=1C(=NC(=CC1)C)CC)C(=O)N1CCN(CC1)C1=NC=C(C=C1OC)F)F)C1=CCCN(C1)C(=O)OC(C)(C)C